4-butyl-1-[(5,5-dibutyltetrahydro-2-furanyl)oxy]-2,4-octanediol C(CCC)C(CC(COC1OC(CC1)(CCCC)CCCC)O)(CCCC)O